(R)-1-(3-chloro-5'-fluoro-2'-hydroxy-3'-(2-(3-isopropylpiperazin-1-yl)pyridin-4-yl)-[1,1'-biphenyl]-4-yl)-3-methyl-1H-imidazol-2(3H)-one ClC=1C=C(C=CC1N1C(N(C=C1)C)=O)C1=C(C(=CC(=C1)F)C1=CC(=NC=C1)N1C[C@H](NCC1)C(C)C)O